N-((2-(trifluoromethyl)pyridin-3-yl)methyl)-4-azaspiro[2.5]octane-7-carboxamide FC(C1=NC=CC=C1CNC(=O)C1CCNC2(CC2)C1)(F)F